1-[3-[(1R)-1-[(6-dipropylphosphoryl-2,7-dimethyl-pyrido[2,3-d]pyrimidin-4-yl)amino]ethyl]-2-fluoro-phenyl]-1,1-difluoro-2-methyl-propan-2-ol C(CC)P(=O)(CCC)C1=CC2=C(N=C(N=C2N[C@H](C)C=2C(=C(C=CC2)C(C(C)(O)C)(F)F)F)C)N=C1C